NC1=NC(=C(C=2N1C(N(N2)CCC=2NC=CN2)=O)C2=CC(=NC(=C2)C)C)C2=CC=CC=C2 5-amino-8-(2,6-dimethyl-4-pyridinyl)-2-[2-(1H-imidazol-2-yl)ethyl]-7-phenyl-[1,2,4]triazolo[4,3-c]pyrimidin-3-one